NC(C(=O)N1C(C=CC2=CC=C(C=C12)OCCCCN1CCN(CC1)C1=CC=CC=2SC=CC21)=O)C 1-(2-aminopropanoyl)-7-(4-(4-(benzo[b]thiophen-4-yl)piperazin-1-yl)butoxy)quinolin-2(1H)-one